C1(=CC=CC2=CC=CC=C12)C(C(=O)C1=CC=CC2=CC=CC=C12)=O 1,2-bis(1-naphthyl)-1,2-ethanedione